OC12CC(C1)(C2)C(=O)C2=CC=CC=C2 (3-hydroxybicyclo[1.1.1]pentan-1-yl)(phenyl)methanone